C(C(=C)C)(=O)OCCO.[NH4+] ammonium hydroxyethyl methacrylate